C(C)(C)C1CCN(CC1)C1=CC=C(C=C1)NC1=CC=C(CNC(=O)C2CNC(C2)=O)C=C1 N-(4-((4-(4-isopropylpiperidin-1-yl)phenyl)amino)benzyl)-5-oxopyrrolidine-3-carboxamide